OC1=C(C(N(C2=NC=CC=C12)C1=CC=CC=C1)=O)[N+](=O)[O-] hydroxy-3-nitro-1-phenyl-1,8-naphthyridin-2(1H)-one